5-((2,6-difluorophenyl)ethynyl)-1H-indazole FC1=C(C(=CC=C1)F)C#CC=1C=C2C=NNC2=CC1